butyl-4-hydroxybenzylphosphonate C(CCC)C(C1=CC=C(C=C1)O)P([O-])([O-])=O